CC1(CC1)C#N methyl-cyclopropanecarbonitrile